CN1C(CN(CC1)C1=CC(=NC2=C(N=CC=C12)C1=CC=NN1C1OCCCC1)N1[C@@H](COCC1)C)=O 1-methyl-4-{2-[(3R)-3-methylmorpholin-4-yl]-8-[1-(tetrahydro-2H-pyran-2-yl)-1H-pyrazol-5-yl]-1,7-naphthyridin-4-yl}piperazin-2-one